OC[C@H]1O[C@@H]([C@@H]([C@H]([C@H]1O)N1N=NC(=C1)C1=C(C(=C(C=C1)F)F)F)OC)CN1N=NC(=C1)C1(CC1)C (2R,3R,4S,5R,6R)-2-(hydroxymethyl)-5-methoxy-6-((4-(1-methylcyclopropyl)-1H-1,2,3-triazol-1-yl)methyl)-4-(4-(2,3,4-trifluorophenyl)-1H-1,2,3-triazol-1-yl)tetrahydro-2H-pyran-3-ol